4-[3-(3-chlorophenyl)prop-2-yn-1-ylidene]-1,2,2,6,6-pentamethylpiperidine ClC=1C=C(C=CC1)C#CC=C1CC(N(C(C1)(C)C)C)(C)C